C(C)(C)(C)OC(=O)N1C(C2=CC=C(C=C2CC1)C(C)(C)C)COC1=NC(=NC(=C1)C1=C(C=CC=C1C)C)NS(=O)(=O)C=1C=C(C(=O)O)C=CC1 3-[[4-[(2-tert-butoxycarbonyl-6-tert-butyl-3,4-dihydro-1H-isoquinolin-1-yl)methoxy]-6-(2,6-dimethylphenyl)pyrimidin-2-yl]sulfamoyl]benzoic acid